diethynyl methylphosphonate CP(OC#C)(OC#C)=O